4-(2-(difluoromethoxy)phenyl)pyrimidine-5-carboxylic acid FC(OC1=C(C=CC=C1)C1=NC=NC=C1C(=O)O)F